allyl 2-methyl-1-oxo-2,3-dihydro-1H-indene-2-carboxylate CC1(C(C2=CC=CC=C2C1)=O)C(=O)OCC=C